FC1=CC=C2C(NC(N(C2=C1)C)=O)=O 7-Fluoro-1-methylquinazoline-2,4(1H,3H)-dione